(2R,4R)-1-(3-chloro-2-fluorobenzyl)-2-methyl-4-((6-((5-methyl-1H-pyrazol-3-yl)amino)-4-(pyrimidin-2-yl)pyridin-2-yl)methyl)piperidine-4-carboxylic acid ClC=1C(=C(CN2[C@@H](C[C@@](CC2)(C(=O)O)CC2=NC(=CC(=C2)C2=NC=CC=N2)NC2=NNC(=C2)C)C)C=CC1)F